(S)-3-(3-(4-hydroxy-1-methyl-2-oxo-1,2-dihydropyridin-3-yl)ureido)-3-(4-methoxybiphenyl-3-yl)propionic acid OC1=C(C(N(C=C1)C)=O)NC(N[C@@H](CC(=O)O)C=1C=C(C=CC1OC)C1=CC=CC=C1)=O